3-(2,4-Dichlorophenyl)-4-(1-methyl-1H-indol-3-yl)-1H-pyrrole ClC1=C(C=CC(=C1)Cl)C1=CNC=C1C1=CN(C2=CC=CC=C12)C